3-amino-1-(5-{2-cyclopropyl-6-[4-fluoro-3-(propan-2-yl)phenyl]imidazo[1,2-a]pyrazin-3-yl}-4-fluoro-1H-indazol-1-yl)propan-1-one NCCC(=O)N1N=CC2=C(C(=CC=C12)C1=C(N=C2N1C=C(N=C2)C2=CC(=C(C=C2)F)C(C)C)C2CC2)F